C(C)(=O)OCC=CCC=CC(C)(C)O 7-hydroxy-7-methyloct-2,5-dien-1-yl acetate